O[C@H]([C@H](C=O)NC1=CC=C(C2=NON=C21)[N+](=O)[O-])[C@@H]([C@@H](CO)O)O (2R,3R,4S,5R)-3,4,5,6-tetrahydroxy-2-[(7-nitro-2,1,3-benzoxadiazol-4-yl)amino]hexanal